5-bromo-3-(4-methylpiperazin-1-yl)-1-[(2-(trimethylsilyl)ethoxy)methyl]Pyrazin-2(1H)-one BrC=1N=C(C(N(C1)COCC[Si](C)(C)C)=O)N1CCN(CC1)C